4-methoxy-5-(6-methyl-5-((2-(1-methyl-1H-pyrazol-4-yl)pyridin-4-yl)oxy)pyridin-2-yl)-2-(methylthio)pyrimidine COC1=NC(=NC=C1C1=NC(=C(C=C1)OC1=CC(=NC=C1)C=1C=NN(C1)C)C)SC